ClC=1C(=C(C(=CC1)OC)OB(O)O)F (3-chloro-2-fluoro-6-methoxyphenyl)boric acid